(S)-tert-butyl 3-((4-(7-bromo-1H-indol-3-yl)-5-(trifluoromethyl)pyrimidin-2-yl)amino)piperidine-1-carboxylate BrC=1C=CC=C2C(=CNC12)C1=NC(=NC=C1C(F)(F)F)N[C@@H]1CN(CCC1)C(=O)OC(C)(C)C